1-((4-fluoro-2-(trifluoromethyl)phenyl)sulfonyl)-5-methoxypentan FC1=CC(=C(C=C1)S(=O)(=O)CCCCCOC)C(F)(F)F